C1(CCC1)CN(C(OC(C)(C)C)=O)[C@H]1CN(CCC1)C=1N=NC(=CC1)CN1N=NC(=C1)C=1C=2N(C=C(C1)OC)C=NC2 tert-butyl (R)-(cyclobutylmethyl)(1-(6-((4-(6-methoxyimidazo[1,5-a]pyridin-8-yl)-1H-1,2,3-triazol-1-yl)methyl)pyridazin-3-yl)piperidin-3-yl)carbamate